(Z)-6-(cyclopropanecarboxamido)-4-((3-(N'-hydroxycarbamimidoyl)-2-methoxyphenyl)amino)-N-(methyl-d3)pyridazine-3-carboxamide C1(CC1)C(=O)NC1=CC(=C(N=N1)C(=O)NC([2H])([2H])[2H])NC1=C(C(=CC=C1)/C(/N)=N/O)OC